ethan-1-amine-1,2,2-d3 C(C([2H])[2H])(N)[2H]